FC1(CC=2C3=C(C(NC2[C@](C1)(C)CO)=O)SC(=C3)C=3C=NNC3)F (R)-8,8-difluoro-6-(hydroxymethyl)-6-methyl-2-(1H-pyrazol-4-yl)-6,7,8,9-tetrahydrothieno[2,3-c]quinolin-4(5H)-one